C(C)OC(=O)C1C(NCC2=CN=CC=C12)=O 3-oxo-1,2,3,4-tetrahydro-2,7-naphthyridine-4-carboxylic acid ethyl ester